methyl 2-(4-aminobutanamido)-4-(3-aminoprop-1-yn-1-yl)benzoate NCCCC(=O)NC1=C(C(=O)OC)C=CC(=C1)C#CCN